di-tert-butyl (2S,4S)-2-(3-((naphthalen-2-ylsulfonyl)oxy)propyl)-4-(boc-amino)pentanedioate C1=C(C=CC2=CC=CC=C12)S(=O)(=O)OCCC[C@H](C(=O)OC(C)(C)C)C[C@@H](C(=O)OC(C)(C)C)NC(=O)OC(C)(C)C